N=1N=CN2C1C=C(C=C2)C(CC(=O)O)N2N=CC1=CC(=CC=C21)OCCC2=NC=1NCCCC1C=C2 3-([1,2,4]triazolo[4,3-a]pyridin-7-yl)-3-(5-(2-(5,6,7,8-tetrahydro-1,8-naphthyridin-2-yl)ethoxy)-1H-indazol-1-yl)propionic acid